5-chloro-4-(((1S,2S)-2-(dimethylamino)cyclohexyl)amino)-2-fluoro-N-(5-(3-(4-(trifluoromethyl)phenyl)propoxy)pyridin-2-yl)benzenesulfonamide ClC=1C(=CC(=C(C1)S(=O)(=O)NC1=NC=C(C=C1)OCCCC1=CC=C(C=C1)C(F)(F)F)F)N[C@@H]1[C@H](CCCC1)N(C)C